4-amino-N-(4-((4-(4-(trifluoromethyl)piperidin-1-yl)phenyl)amino)benzyl)butanamide NCCCC(=O)NCC1=CC=C(C=C1)NC1=CC=C(C=C1)N1CCC(CC1)C(F)(F)F